tert-butyl-(1,1-dimethylpent-4-ynoxy)-dimethyl-silane C(C)(C)(C)[Si](C)(C)OC(CCC#C)(C)C